coumaroyl-phenylalanine C(\C=C\C1=CC=C(C=C1)O)(=O)N[C@@H](CC1=CC=CC=C1)C(=O)O